OCC1=CC(=C(C(N1C)=O)C(C)C)OC 6-(hydroxymethyl)-3-isopropyl-4-methoxy-1-methylpyridin-2(1H)-one